ClC1=C(C(=C(C=C1C)O)C)C 4-chloro-o-methyl-3,5-dimethylphenol